ClC=1C=CC(=NC1)C(=O)NC(=O)NNC1=C(C=C(C=C1)F)F 5-Chloro-N-{[2-(2,4-difluorophenyl)hydrazino]carbonyl}pyridin-2-carboxamid